C1OCC12CN(C2)C2=CC=CC(=N2)CN2N=NC(=C2)C2=CC(=NC(=N2)N)C=2C(=C(C#N)C=CC2)C 3-(6-(1-((6-(2-oxa-6-azaspiro[3.3]heptan-6-yl)pyridin-2-yl)methyl)-1H-1,2,3-triazol-4-yl)-2-aminopyrimidin-4-yl)-2-methylbenzonitrile